F[C@H]1CN(CC[C@H]1NC1=C2C=C(N(C2=CC=C1)CC(F)(F)F)C1=NOC(=N1)CNC(=O)C=1C=NN(C1)C(C)(CC)C)C N-{[3-(4-{[(3S,4R)-3-fluoro-1-methylpiperidin-4-yl]amino}-1-(2,2,2-trifluoroethyl)-1H-indol-2-yl)-1,2,4-oxadiazol-5-yl]methyl}-1-(2-methylbutan-2-yl)-1H-pyrazole-4-carboxamide